7-[(2R)-2-{[(3-chloropyridin-2-yl) oxy] methyl} pyrrolidin-1-yl]-4-oxo-1,4-dihydroquinoline-3-carboxylate ClC=1C(=NC=CC1)OC[C@@H]1N(CCC1)C1=CC=C2C(C(=CNC2=C1)C(=O)[O-])=O